N-cyclobutyl-2-methylundecan-1-imine oxide C1(CCC1)[N+](=CC(CCCCCCCCC)C)[O-]